Cl.C1NCC2=CC(=CC=C12)NS(=O)(=O)C N-(isoindoline-5-yl)methanesulfonamide hydrochloride